6-[4-(1-cyclohexyl-1H-tetrazol-5-yl)-butoxy]-3,4-dihydro-2(1H)-quinolone C1(CCCCC1)N1N=NN=C1CCCCOC=1C=C2CCC(NC2=CC1)=O